(S)-2-(4-(6-aminopyridin-3-yl)benzylamino)-5-cyano-N-(1-(3,4-difluorophenyl)ethyl)nicotinamide NC1=CC=C(C=N1)C1=CC=C(CNC2=C(C(=O)N[C@@H](C)C3=CC(=C(C=C3)F)F)C=C(C=N2)C#N)C=C1